ClC1=CC=C(C=C1)C1=NN(C[C@H]1C1=CC=CC=C1)C1=NN(C(N1CC(=O)N)=O)CC1=CC=C(C=C1)Cl 2-[3-[(4R)-3-(4-chlorophenyl)-4-phenyl-4,5-dihydro-1H-pyrazol-1-yl]-1-[(4-chlorophenyl)methyl]-5-oxo-4,5-dihydro-1H-1,2,4-triazol-4-yl]acetamide